N-(5-(2-methoxy-6-(morpholin-2-ylmethoxy)phenyl)-1H-pyrazol-3-yl)-5-(trifluoromethyl)pyrazin-2-amine COC1=C(C(=CC=C1)OCC1CNCCO1)C1=CC(=NN1)NC1=NC=C(N=C1)C(F)(F)F